N-(but-3-en-2-yl)-4-chloro-2-nitrobenzamide CC(C=C)NC(C1=C(C=C(C=C1)Cl)[N+](=O)[O-])=O